N=1C=CN2C1N=CC(=C2)C2=CNC=1N=C(N=C(C12)OC)NC1CCC(CC1)(C)NC(C)=O N-((1r,4r)-4-((5-(imidazo[1,2-a]pyrimidin-6-yl)-4-methoxy-7H-pyrrolo[2,3-d]pyrimidin-2-yl)amino)-1-methylcyclohexyl)acetamide